NCC1CC(C1)N(C)C 3-(aminomethyl)-N,N-dimethylcyclobutan-1-amine